C(C)(=O)C=1SC(=C(N1)CN1C(N(C=2N=CN(C2C1=O)CC1CC1)C)=O)C 1-((2-acetyl-5-methylthiazol-4-yl)methyl)-7-(cyclopropylmethyl)-3-methyl-1H-purine-2,6(3H,7H)-dione